N=1C=CN2C1C=C(C=C2)OC2=C(C=C(C=C2)NC2=NC=NC1=CC=3OC[C@H]4N(CCN(C3N=C12)C4)C(C=C)=O)C 1-((10S)-4-((4-(imidazo[1,2-a]pyridin-7-yloxy)-3-methylphenyl)amino)-7,8,10,11-tetrahydro-9H-6,10-methanopyrimido[4',5':5,6]pyrido[3,2-b][1,4,7]oxadiazonin-9-yl)prop-2-en-1-one